2-(2-(cyclopropanesulfonamido)thiazol-4-yl)acetic acid C1(CC1)S(=O)(=O)NC=1SC=C(N1)CC(=O)O